CN1N=C(C(=C1C)O)C1=CC(=CC=C1)SCC 1,5-dimethyl-3-(3-(ethylthio)phenyl)-pyrazol-4-ol